dimethyl(3-(methylsulfonyl)-4-nitrophenyl)phosphine oxide CP(C1=CC(=C(C=C1)[N+](=O)[O-])S(=O)(=O)C)(C)=O